C(C(=O)O)(=O)O.CN(CC1C(OCC1)(C1=CC=CC=C1)C1=CC=CC=C1)C tetrahydro-N,N-dimethyl-2,2-diphenyl-3-furanmethanamine oxalate